4-(1-methyl-1H-imidazol-4-yl)-N-(1-(methylsulfonyl)piperidin-4-yl)-5-(trifluoromethyl)pyrimidin-2-amine CN1C=NC(=C1)C1=NC(=NC=C1C(F)(F)F)NC1CCN(CC1)S(=O)(=O)C